S(=O)(=O)([O-])OCCN(CCO)CCO.[Na+] sodium nitrilotriethanol sulfate